OC(CN(CCCCCCCC(=O)OC(CCCCCCCC)CCCCCCCC)CCCCCC(=O)OCC(CCCCCCCC)C)CCCCNC(=O)C1=CNC=C1 heptadecan-9-yl 8-((2-hydroxy-6-(1H-pyrrole-3-carboxamido)hexyl)(6-((2-methyldecyl)oxy)-6-oxohexyl)Amino)octanoate